C(C)N1N=C2N(C=C(C(=N2)N2CC=3C=C(C=NC3CC2)C(F)(F)F)C)C1=O 2-ethyl-6-methyl-7-(3-(trifluoromethyl)-7,8-dihydro-1,6-naphthyridin-6(5H)-yl)-[1,2,4]triazolo[4,3-a]pyrimidin-3(2H)-one